NC=1C2=C(N=CN1)N(C(=C2C(=O)NC2=CC=C(C=C2)COC)C#CC2=CSC=C2)C2(CC2)C 4-amino-N-(4-(methoxymethyl)phenyl)-7-(1-methylcyclopropyl)-6-(thiophen-3-ylethynyl)-7H-pyrrolo[2,3-d]pyrimidine-5-carboxamide